chloro-nicotine ClC1=NC=C(C=C1)C1N(C)CCC1